tert-butyl (1r,4r)-4-(6-(5-cyanopyrazin-2-ylamino)-3-(methylcarbamoyl)pyridazin-4-ylamino)cyclohexylcarbamate C(#N)C=1N=CC(=NC1)NC1=CC(=C(N=N1)C(NC)=O)NC1CCC(CC1)NC(OC(C)(C)C)=O